(R)-1-(4-(2-hydroxy-prop-2-yl)phenyl)-3-(isoquinolin-4-yl)-2-oxoimidazoline-4-carbonitrile OC(C)(C)C1=CC=C(C=C1)N1C(N([C@H](C1)C#N)C1=CN=CC2=CC=CC=C12)=O